N-(4-fluorophenyl)cyclopropane-1,1-dicarboxamide (S)-2-hydroxysuccinate O[C@H](C(=O)O)CC(=O)O.FC1=CC=C(C=C1)NC(=O)C1(CC1)C(=O)N